N-(4,4-difluoropyrrolidin-3-yl)-6-(6-(5,6-dihydro-4H-pyrrolo[1,2-b]pyrazol-3-yl)-7-methoxyimidazo[1,2-a]pyridin-3-yl)pyridin-2-amine FC1(C(CNC1)NC1=NC(=CC=C1)C1=CN=C2N1C=C(C(=C2)OC)C2=C1N(N=C2)CCC1)F